3-Hydroxy-5-(3-methylpiperazin-1-yl)-2,3-dihydro-1,4-benzodioxine OC1OC2=C(OC1)C=CC=C2N2CC(NCC2)C